N-morpholinylmalonamide N1(CCOCC1)NC(CC(=O)N)=O